4-(6-p-toluenesulfonyl-imidazo[4,5-d]pyrrolo[2,3-b]pyridine-1(6H)-yl)piperazine hydrochloride Cl.CC1=CC=C(C=C1)S(=O)(=O)N1C=CC=2C1=NC=C1C2N(C=N1)N1CCNCC1